6-(3,4-dimethylphenyl)-N-(1,1-dioxido-2,3-dihydrothiophen-3-yl)-2-oxo-1,2-dihydropyridine-3-sulfonamide CC=1C=C(C=CC1C)C1=CC=C(C(N1)=O)S(=O)(=O)NC1CS(C=C1)(=O)=O